sodium 4-[(3,5,5-trimethylhexanoyl)oxy]benzenesulfonate Racemic-benzyl-2-methyl-5-oxoazepane-1-carboxylate C(C1=CC=CC=C1)OC(=O)N1[C@@H](CCC(CC1)=O)C.CC(CC(=O)OC1=CC=C(C=C1)S(=O)(=O)[O-])CC(C)(C)C.[Na+] |r|